(±)-1-Fluoro-N-(5-phenyl-1,3,4-oxadiazol-2-yl)-6,7,8,9-tetrahydro-5H-5,8-epiminocyclohepta[c]pyridine-10-carboxamide FC1=NC=CC2=C1CC1CCC2N1C(=O)NC=1OC(=NN1)C1=CC=CC=C1